BrC1=CC=C(C=C1)C1=C(C(C(=C1C1=CC=C(C=C1)Br)C1=CC=CC=C1)=O)C1=CC=CC=C1 3,4-Di(4-bromophenyl)-2,5-diphenyl-2,4-cyclopentadien-1-one